NC1=CC=2C=C3C(=NC2C=C1F)C1=CC2=C(C(N1C3)=O)COC([C@]2(O)CC)=O (S)-9-amino-4-ethyl-8-fluoro-4-hydroxy-1,12-dihydro-14H-pyrano[3',4':6,7]indolizino-[1,2-b]quinoline-3,14(4H)-dione